N[C@H](CC=1C=C2C(=NC(=NN2C1C#CC)Cl)NCC=1SC=CC1)CF (R)-6-(2-amino-3-fluoropropyl)-2-chloro-7-(prop-1-yn-1-yl)-N-(thiophen-2-ylmethyl)pyrrolo[2,1-f][1,2,4]triazin-4-amine